hexane-1,6-diyl bis(2-methylacrylate) CC(C(=O)OCCCCCCOC(C(=C)C)=O)=C